NC1=C(C=CC(=C1)CCC1=CC=C(C=C1)C(F)(F)F)NC([C@H]([C@H](CCCCC)F)F)=O (2R,3S)-N-(2-Amino-4-(4-(trifluoromethyl)phenethyl)phenyl)-2,3-difluorooctanamid